C(C1=CC=CC=C1)NCC1=CC(=CC=C1)CNCC1=CC=CC=C1 N,N'-Dibenzyl-1,3-bis(aminomethyl)benzol